2,6-bis((t-butyldimethylsilyloxy)methyl)phenol [Si](C)(C)(C(C)(C)C)OCC1=C(C(=CC=C1)CO[Si](C)(C)C(C)(C)C)O